7-fluoro-8-(hydroxymethyl)pyrrolo[1,2-c]quinazolin-5(6H)-one FC1=C(C=CC=2C=3N(C(NC12)=O)C=CC3)CO